(S)-10-acetyl-10,11-dihydro-5H-di-benzo[b,f]azepine-5-carboxamide C(C)(=O)[C@H]1CC2=C(N(C3=C1C=CC=C3)C(=O)N)C=CC=C2